ethyl 5-bromobenzo[c]isoxazole-3-carboxylate BrC1=CC=2C(=NOC2C(=O)OCC)C=C1